C(\C=C/C)(=O)OC(\C=C/C)=O isocrotonic acid, anhydride